(3S,4S)-3-methyl-8-(9-(3-phenylprop-1-yn-1-yl)-7H-imidazo[1,2-c]pyrazolo[4,3-e]pyrimidin-5-yl)-2-oxa-8-azaspiro[4.5]decan-4-amine C[C@@H]1OCC2([C@@H]1N)CCN(CC2)C2=NC1=C(C=3N2C=CN3)C(=NN1)C#CCC1=CC=CC=C1